C(C1=CC=CC=C1)OC(=O)C1=CC(=CN1C)C=1C=C(C=C(C1)OC)[C@@H](C)NC(=O)C=1C=C(C=CC1C)N1C[C@H]2CC[C@@H](C1)N2C(=O)OC(C)(C)C tert-butyl (1R,5S)-3-[3-[[(1R)-1-[3-(5-benzyloxycarbonyl-1-methyl-pyrrol-3-yl)-5-methoxy-phenyl]ethyl]carbamoyl]-4-methyl-phenyl]-3,8-diazabicyclo[3.2.1]octane-8-carboxylate